(1R,2S,4S,5S)-2-(hydroxymethyl)-2-(methoxymethyl)-4,5-dimethylquinuclidin-3-one OC[C@]1(N2C[C@H]([C@@](C1=O)(CC2)C)C)COC